tert-butyl (S)-3-(3-chloro-2-tolyl)-3-(3-methyl-7-quinolylamino)-1-pyrrolidinecarboxylate ClC=1C(=C(C=CC1)C)[C@@]1(CN(CC1)C(=O)OC(C)(C)C)NC1=CC=C2C=C(C=NC2=C1)C